F[C@@H]1[C@@H](C1)C(=O)NC=1N=C2N(C=C(C=C2)I)C1 (1S,2S)-2-fluoro-N-(6-iodoimidazo[1,2-a]pyridin-2-yl)cyclopropane-1-carboxamide